(R)-3-((S)-1-(tert-butoxy)-3-(3-(hydroxymethyl-d2)phenyl)-1-oxopropane-2-yl)pyrrolidine-1-carboxylic acid tert-butyl ester C(C)(C)(C)OC(=O)N1C[C@H](CC1)[C@@H](C(=O)OC(C)(C)C)CC1=CC(=CC=C1)C([2H])([2H])O